C(C)OC(=O)N1C2CC(CC1CC2)=O 3-oxo-8-azabicyclo[3.2.1]Octane-8-carboxylic acid ethyl ester